pyridin-3-yl-6-(2-hydroxy-2-methylpropyloxy)pyrazolo[1,5-a]Pyridine-3-carbonitrile hydrochloride Cl.N1=CC(=CC=C1)C1=NN2C(C=CC(=C2)OCC(C)(C)O)=C1C#N